CN(CCN(C1=C(C=C(C(=C1)OC)NC1=NC=C(C(=N1)N1C(N2CCCC3=CC=CC1=C23)=O)C)NC(C=C)=O)C)C N-(2-((2-(dimethylamino)ethyl)(methyl)amino)-4-methoxy-5-((5-methyl-4-(2-oxo-5,6-dihydro-4H-imidazo[4,5,1-ij]quinolin-1(2H)-yl)pyrimidin-2-yl)amino)phenyl)acrylamide